3,5,5-trimethylhexane CC(CC)CC(C)(C)C